C(C)C(CNC(C=CC=1SC=CC1)=O)CCCC N-(2-ethylhexyl)-3-(thiophen-2-yl)propenamide